C(C)(C)(C)N\C=C/1\C(OC2=C(C1=O)C=C(C=C2)Cl)CC2=CN=C(O2)C2=CC=C(C=C2)I (Z)-3-((tert-butylamino)methylene)-6-chloro-2-((2-(4-iodophenyl)oxazol-5-yl)methyl)benzopyran-4-one